1,2-bis(2,6-dimethyl-phenylthio)disilane CC1=C(C(=CC=C1)C)S[SiH2][SiH2]SC1=C(C=CC=C1C)C